(6R,8aS)-6-[8-amino-1-(4-{2,2,2-trifluoro-1-hydroxy-1-[3-(trifluoromethyl)phenyl]ethyl}phenyl)imidazo[1,5-a]pyrazin-3-yl]hexahydroindolizin-3(2H)-one NC=1C=2N(C=CN1)C(=NC2C2=CC=C(C=C2)C(C(F)(F)F)(C2=CC(=CC=C2)C(F)(F)F)O)[C@H]2CN1C(CC[C@@H]1CC2)=O